NC(C(=O)N)C=1N=C2N(C(C1F)=O)C=CC=C2 2-amino-2-(3-fluoro-4-oxo-pyrido[1,2-a]pyrimidin-2-yl)acetamide